N-((2-(4-((3-methyl-4-((1-methyl-1H-benzimidazol-5-yl)oxy)phenyl)amino)pyrimidin-5-yl)oxazol-4-yl)methyl)acrylamide CC=1C=C(C=CC1OC1=CC2=C(N(C=N2)C)C=C1)NC1=NC=NC=C1C=1OC=C(N1)CNC(C=C)=O